(±)-5-(8-amino-3-(cis-2-fluorocyclopropanecarboxamido) isoquinolin-6-yl)-4-ethylpicolinate NC=1C=C(C=C2C=C(N=CC12)NC(=O)[C@H]1[C@H](C1)F)C=1C(=CC(=NC1)C(=O)[O-])CC |r|